FC=1C=C(C=CC1NC1=NC=C2C=CC(=NC2=C1)C(C)C1CCN(CC1)C)C1=CC(=CC=C1)C(=O)N 3'-fluoro-4'-([2-[1-(1-methylpiperidin-4-yl)ethyl]-1,6-naphthyridin-7-yl]amino)-[1,1'-biphenyl]-3-carboxamide